C1(CCCCC1)CN(C(=O)C1=C(C=C(C=C1)C1=C(C=C(C=C1)F)C(C=C)O)CC(=O)O)C 2-(4-((cyclohexylmethyl)(methyl)carbamoyl)-4'-fluoro-2'-(1-hydroxyallyl)-[1,1'-biphenyl]-3-yl)acetic acid